(2R,3R,11bR)-3-(2,2-dimethylpropyl)-9-{[3-hydroxy-3-(trifluoromethyl)cyclobutyl]methoxy}-10-methoxy-1H,2H,3H,4H,6H,7H,11bH-pyrido[2,1-a]isoquinolin-2-ol CC(C[C@H]1[C@@H](C[C@H]2N(CCC3=CC(=C(C=C23)OC)OCC2CC(C2)(C(F)(F)F)O)C1)O)(C)C